1-methyl-4-(4-morpholino-7H-pyrrolo[2,3-d]pyrimidin-5-yl)-1H-pyrrole-2-carbonitrile CN1C(=CC(=C1)C1=CNC=2N=CN=C(C21)N2CCOCC2)C#N